BrC1=CC=C(C2=NSN=C21)CC2=CC=C(C=C2)C=O 4-bromo-7-(4-formylbenzyl)-2,1,3-benzothiadiazole